C1N(CC12COCC2)C2=CC=C(C=N2)C2CN(C2)C(=O)N2C[C@H](CC2)C(=O)N (3S)-1-[3-[6-(6-oxa-2-azaspiro[3.4]oct-2-yl)-3-pyridinyl]azetidine-1-carbonyl]pyrrolidine-3-carboxamide